C(C)N(CC(=O)NC1=CC=C(C=C1)OC1CC(C1)N1CCCCC1)CC 2-(diethylamino)-N-(4-(3-(piperidin-1-yl)cyclobutyloxy)phenyl)acetamide